COC1CC(NC(C1)(C)C)(C)C 4-methoxy-2,2,6,6-Tetramethyl-piperidin